(E)-1-((3R,4R,5S)-3,4,5-trihydroxy-2,4-dimethylcyclopent-1-en-1-yl)hex-4-en-1-one O[C@@H]1C(=C([C@@H]([C@]1(C)O)O)C(CC\C=C\C)=O)C